5-[(4-methoxybenzyl)(4-dimethylaminobenzyl)aminocarbonyloxyethoxyethoxy]dimethylaminobenzene tert-butyl-(R)-3-(1-hydroxy-2-methylpropan-2-yl)pyrrolidine-1-carboxylate C(C)(C)(C)OC(=O)N1C[C@H](CC1)C(CO)(C)C.COC1=CC=C(CC(COC=2C=CC=C(C2)N(C)C)OCCOC(=O)NCC2=CC=C(C=C2)N(C)C)C=C1